N-[4-[8-amino-3-(trideuteriomethyl)-5-(trifluoromethyl)imidazo[1,5-a]pyrazin-1-yl]-3-methyl-phenyl]-2-(3-fluorophenyl)-2-hydroxy-acetamide NC=1C=2N(C(=CN1)C(F)(F)F)C(=NC2C2=C(C=C(C=C2)NC(C(O)C2=CC(=CC=C2)F)=O)C)C([2H])([2H])[2H]